ClC=1C=CC(=C(C1)C1=CC(=C(N=N1)SCCO)NC1=CC(=NC=C1)NC(=O)C1CC(CC1)N1CCN(CC1)C)F N-(4-{[6-(5-chloro-2-fluorophenyl)-3-[(2-hydroxyethyl)sulfanyl]pyridazin-4-yl]amino}pyridin-2-yl)-3-(4-methylpiperazin-1-yl)-cyclopentane-1-carboxamide